BrC=1C=CC2=C(C=C(O2)C[C@H](C(=O)O)[C@@H]2CN(CC2)C(=O)OC(C)(C)C)C1 (S)-3-(5-bromobenzofuran-2-yl)-2-((R)-1-(tert-butoxycarbonyl)pyrrolidin-3-yl)propanoic acid